The molecule is an aldotriose phosphate that is the 3-phospho derivative of glyceraldehyde. It is an important metabolic intermediate in several central metabolic pathways in all organisms. It has a role as a human metabolite, a plant metabolite and an Escherichia coli metabolite. It is an aldotriose phosphate and an aldehyde. It derives from a glyceraldehyde. It is a conjugate acid of a glyceraldehyde 3-phosphate(2-). C(C(C=O)O)OP(=O)(O)O